FC(C)(F)C=1C=C(C=CC1)NC(=O)C=1[N+](=C(NC1C)C=1C=C(C(=CC1)OC)C1=C(C=CC=C1C)C)[O-] 4-((3-(1,1-difluoroethyl)phenyl)carbamoyl)-2-(6-methoxy-2',6'-dimethyl-[1,1'-biphenyl]-3-yl)-5-methyl-1H-imidazole 3-oxide